C(C1=CC=CC=C1)C=1C(=C(C=C(C1)C)C(=N)N(C)CC)C (3-benzyl-2,5-dimethylphenyl)-N-ethyl-N-methylformamidine